C(C)OC(C(F)(F)F)C=1C(=C(C=O)C(=CC1)F)OC 3-(1-Ethoxy-2,2,2-trifluoroethyl)-6-fluoro-2-methoxybenzaldehyde